3,5-difluoro-4-hydroxy-N-({(1r,4r)-4-[6-(2-methoxypyrimidin-5-yl)-2H-indazol-2-yl]cyclohexyl}methyl)benzamide FC=1C=C(C(=O)NCC2CCC(CC2)N2N=C3C=C(C=CC3=C2)C=2C=NC(=NC2)OC)C=C(C1O)F